OC=1C=C(C=C(C1)O)C=CC1=CC=C(C=C1)OC 3,5-dihydroxyl-4'-methoxystilbene